2,2'-difluorobenzidine FC1=C(C=CC(=C1)N)C1=C(C=C(N)C=C1)F